The molecule is a lathyrane diterpenoid isolated from the roots of Euphorbia micractina. It is a cinnamate ester, a lathyrane diterpenoid and a tertiary alpha-hydroxy ketone. C[C@H]1C[C@]2([C@H]([C@H]1O)[C@H](/C(=C\\C[C@H]3[C@H](C3(C)C)/C=C(/C2=O)\\C)/C)OC(=O)/C=C/C4=CC=CC=C4)O